4-[3-[2,6-Dichloro-4-(oxetan-3-yl)benzoyl]-2,4-dihydro-1,3-benzoxazin-8-yl]-5-fluoro-2-morpholin-4-ylbenzoic acid ClC1=C(C(=O)N2COC3=C(C2)C=CC=C3C3=CC(=C(C(=O)O)C=C3F)N3CCOCC3)C(=CC(=C1)C1COC1)Cl